1-benzofuran-7-carbonitrile O1C=CC2=C1C(=CC=C2)C#N